6-chloro-4-(trifluoromethyl)pyridinecarboxaldehyde ClC1=CC(=CC(=N1)C=O)C(F)(F)F